N-((4H-1,2,4-triazol-3-yl)methyl)-4-(isopropylamino)-6-(1H-pyrazol-4-yl)quinoline-3-carboxamide N=1N=C(NC1)CNC(=O)C=1C=NC2=CC=C(C=C2C1NC(C)C)C=1C=NNC1